BrCCN1CCC(CC1)C1=CC=C(C=C1)C1C(NC(CC1)=O)=O 3-[4-[1-(2-bromoethyl)-4-piperidyl]phenyl]piperidine-2,6-dione